C1(=C(C=CC=C1)CNC(=O)C=1N=C(SC1)C#C)C1=CC=CC=C1 N-([1,1'-biphenyl]-2-ylmethyl)-2-ethynyl-thiazole-4-carboxamide